C(OC(C(F)(F)F)CF)(OC(C(F)(F)F)CF)=O di-(1,1,1,3-tetrafluoropropyl) carbonate